C1(=CC=CC=C1)[Sn](C)(C)C1=CC=CC=C1 diphenyl-dimethyl-tin